BrC1=C(N)C(=CC=C1)OC1CCOCC1 2-bromo-6-((tetrahydro-2H-pyran-4-yl)oxy)aniline